FC1S(=O)(=O)C(C(C1(C(F)F)F)F)(F)F 2,3,4,5,5-pentafluoro-3-(difluoromethyl)sulfolane